[Si](C)(C)(C)C#C TMSacetylene